ClC1=C(CCC=2C=C3CCC(C3=CC2)C2NCC23CC(C3)C(=O)O)C(=CC=C1)Cl (5-(2,6-Dichlorophenethyl)-2,3-dihydro-1H-inden-1-yl)-2-azaspiro[3.3]heptane-6-carboxylic acid